C(C)(=O)N1CCN(CC1)C(=O)N1CCC(CC1)=C(C#N)C1=CC=C(C=C1)Cl 2-(1-(4-acetylpiperazine-1-carbonyl)piperidin-4-ylidene)-2-(4-chlorophenyl)acetonitrile